2-(hydroxymethyl)-3-(4-methoxybenzyl)-3,8-diazabicyclo[3.2.1]octane-8-carboxylate OCC1C2CCC(CN1CC1=CC=C(C=C1)OC)N2C(=O)[O-]